OC(=O)C(O)C(O)C(=O)O.C([C@H](O)[C@H](O)C(=O)O)(=O)O mesotartaric acid bitartrate